C(C)(C)(C)C=1C=C(C=C(C1)C(C)(C)C)NC([C@H](C(C)C)N(C)C=O)=O (S)-N-(3,5-di-tert-butylphenyl)-3-methyl-2-(N-formyl-N-methylamino)butyramide